NC1=NC(=C(C=2N1N=C(N2)COC2=C(C#N)C=CC=N2)C2=NN(C(C=C2)=O)C)C2=CC(=CC=C2)C#N 2-((5-amino-7-(3-cyanophenyl)-8-(1-methyl-6-oxo-1,6-dihydropyridazin-3-yl)-[1,2,4]triazolo[1,5-c]pyrimidin-2-yl)methoxy)nicotinonitrile